6-(5-chloro-1,3-dioxoisoindol-2-yl)-N-(2-mercaptoethyl)nicotinamide ClC=1C=C2C(N(C(C2=CC1)=O)C1=NC=C(C(=O)NCCS)C=C1)=O